Diethyl (2-methyl-2-(p-tolyl)propanoyl)-L-leucyl-D-glutamate CC(C(=O)N[C@@H](CC(C)C)C(=O)N[C@H](CCC(=O)OCC)C(=O)OCC)(C)C1=CC=C(C=C1)C